ClC=1C(=C(C(=CC1Cl)F)O)C1=CC=2N(C=C1)C=C(N2)C(C)(C)O 3,4-dichloro-6-fluoro-2-(2-(2-hydroxypropan-2-yl)imidazo[1,2-a]pyridin-7-yl)phenol